2-(6-{[(3R,4R)-3-fluoro-2,2,6,6-tetramethylpiperidin-4-yl]amino}pyridazin-3-yl)-5-[1-(2H3)methyl-1H-pyrazol-4-yl]pyridin-3-ol F[C@H]1C(NC(C[C@H]1NC1=CC=C(N=N1)C1=NC=C(C=C1O)C=1C=NN(C1)C([2H])([2H])[2H])(C)C)(C)C